C(C)(C)(C)OC(=O)[C@@H]1CCCC=2N1C(N(N2)CC(=O)C2=CC=C(C=C2)C)=O tert-Butyl-(5S)-2-[2-(4-methylphenyl)-2-oxoethyl]-3-oxo-2,3,5,6,7,8-hexahydro[1,2,4]triazolo[4,3-a]pyridine-5-carboxylate